2-pentyl-furane C(CCCC)C=1OC=CC1